FC=1C(=NC(=NC1)N1CCC(CC1)NC1=CC=C2C(=NN(C2=C1)C)C1C(NC(CC1)=O)=O)NC1=CC2=C(N(C(N2CCC(C)(C)O)=O)C)C=C1 3-[6-[[1-[5-fluoro-4-[[3-(3-hydroxy-3-methyl-butyl)-1-methyl-2-oxo-benzimidazol-5-yl]amino]pyrimidin-2-yl]-4-piperidyl]amino]-1-methyl-indazol-3-yl]piperidine-2,6-dione